C(CCCCC)C(C(=O)OCC(COC(C(CCCCCCCC)CCCCCC)=O)COC(CCCCCN1CC(C1)CO)=O)CCCCCCCC 2-(((6-(3-(hydroxymethyl)azetidin-1-yl)hexanoyl)oxy)methyl)propane-1,3-diyl bis(2-hexyldecanoate)